3-(N-(cyclopropanecarbonyl)benzamido)-2-fluoro-N-(4-(perfluoropropan-2-yl)-2-(trifluoromethyl)phenyl)benzamide C1(CC1)C(=O)N(C(C1=CC=CC=C1)=O)C=1C(=C(C(=O)NC2=C(C=C(C=C2)C(C(F)(F)F)(C(F)(F)F)F)C(F)(F)F)C=CC1)F